trimethylolpropane tris(2-mercaptopropionate) SC(C(=O)O)C.SC(C(=O)O)C.SC(C(=O)O)C.C(O)C(CC)(CO)CO